N-[(1-methyl-3-pyrazolyl)propyl]-N'-(2-pyridinylmethyl)-N-(5,6,7,8-tetrahydro-8-quinolinyl)-1,4-benzenedimethanamine CN1N=C(C=C1)CCCN(CC1=CC=C(C=C1)CNCC1=NC=CC=C1)C1CCCC=2C=CC=NC12